BrC1=C(C=C2C(NC(NC2=C1F)=O)=O)F 7-bromo-6,8-difluoroquinazoline-2,4(1H,3H)-dione